lithium tris(4-nitrosophenyl)amine N(=O)C1=CC=C(C=C1)N(C1=CC=C(C=C1)N=O)C1=CC=C(C=C1)N=O.[Li]